7-methyl-4-ethylidene-1,6-nonadiene CC(=CCC(CC=C)=CC)CC